N-ethoxy-4-((3-(5-fluoropyrimidin-2-yl)-2-methoxyphenyl)amino)nicotinamide C(C)ONC(C1=CN=CC=C1NC1=C(C(=CC=C1)C1=NC=C(C=N1)F)OC)=O